1-(4-trifluoromethoxyphenyl)-1H-1,2,3-triazol FC(OC1=CC=C(C=C1)N1N=NC=C1)(F)F